4-(3-(4-methoxyphenyl)isoxazol-5-yl)-N2-(piperidin-1-yl)pyrimidine-2,4-diamine COC1=CC=C(C=C1)C1=NOC(=C1)C1(NC(=NC=C1)NN1CCCCC1)N